C([O-])([O-])=O.[Mn+2].[Fe+2].C([O-])([O-])=O iron-manganese carbonate